1-(4-(3-((5-(trifluoromethyl)pyridin-2-yl)amino)pyridazin-4-yl)piperazin-1-yl)prop-2-en-1-one FC(C=1C=CC(=NC1)NC=1N=NC=CC1N1CCN(CC1)C(C=C)=O)(F)F